NC([C@@H](CCC(=O)OC(C)(C)C)N1C(C2=CC(=C(C=C2C1=O)F)F)=O)=O (R)-tert-butyl 5-amino-4-(5,6-difluoro-1,3-dioxoisoindolin-2-yl)-5-oxopentanoate